FC=1C(NC2=CC=CC=C2C1)=O Fluoro-Quinolone